1-(1-(2-(6-(Trifluoromethyl)imidazo[1,2-a]pyrazin-3-yl)pyrimidin-4-yl)piperidin-3-yl)imidazolidin-2-one FC(C=1N=CC=2N(C1)C(=CN2)C2=NC=CC(=N2)N2CC(CCC2)N2C(NCC2)=O)(F)F